CC(C)N1N=NC2=C1C=CC(=C2)C2=NN=C(S2)C2=C(C=CC=C2)O 2-{5-[1-(propan-2-yl)-1H-1,2,3-benzotriazol-5-yl]-1,3,4-thiadiazol-2-yl}phenol